CC1N(CCOC1)C=1C=C(C=2N(N1)C(=NC2C(=C)C)C2=CC=NN2)C2=CC=NN2C 3-methyl-4-(4-(1-methyl-1H-pyrazol-5-yl)-5-(propen-2-yl)-7-(1H-pyrazol-5-yl)imidazo[1,5-b]pyridazin-2-yl)morpholine